CNC1=NC=CC(=C1)C(=O)NC1CCC(CC1)NC1=CC(=C(C(=C1)C(F)(F)F)C#N)C 2-(methylamino)-N-[(1s,4s)-4-{[4-cyano-3-methyl-5-(trifluoromethyl)phenyl]amino}cyclohexyl]pyridine-4-carboxamide